C1=C(C=C(C=2C(=CC=3C(=CC=4C=NNC4C3)C12)O)O)O naphtho[1,2-f]indazole-2,4,5-triol